3-(4-(1-(2,6-dioxopiperidin-3-yl)-3-methyl-2-oxo-2,3-dihydro-1H-benzo[d]imidazol-4-yl)piperazin-1-yl)propylamine O=C1NC(CCC1N1C(N(C2=C1C=CC=C2N2CCN(CC2)CCCN)C)=O)=O